2-(3-ethoxythiophen-2-yl)acetonitrile C(C)OC1=C(SC=C1)CC#N